C(C=CC)(=O)OCC(C)C isobutyl 2-butenoate